CC1=C(CS(=O)(=O)N[C@H]([C@@H](N)C2=CC=CC=C2)C2=CC=CC=C2)C(=CC=C1)C (S,S)-N-(2',6'-dimethyl-benzylsulfonyl)-1,2-diphenylethylenediamine